N(=NC(C#N)(CC(C)(C)C)C)C(C#N)(CC(C)(C)C)C azobis-(2,4,4-trimethylvaleronitrile)